ClC1=NC=C(C(=C1)NCC[C@@H](C)O)C#CC=1C=NN(C1C1CC1)C (R)-4-((2-Chloro-5-((5-cyclopropyl-1-methyl-1H-pyrazol-4-yl)ethynyl)pyridin-4-yl)amino)butan-2-ol